CC1(OB(OC1(C)C)C1=CC2=C(N=C(S2)NC(C)=O)C=C1)C N-[6-(4,4,5,5-Tetramethyl-1,3,2-dioxaborolan-2-yl)-1,3-benzothiazol-2-yl]acetamide